[Cr](=O)([O-])[O-].[Mn+2].[Sr+2].[La+3] lanthanum strontium manganese chromite